4-(6-(4-acrylamidophenyl)-4-aminopyrazolo[5,1-f][1,2,4]triazin-5-yl)-N-isopropyl-2-methoxybenzamide C(C=C)(=O)NC1=CC=C(C=C1)C1=NN2N=CN=C(C2=C1C1=CC(=C(C(=O)NC(C)C)C=C1)OC)N